1-[1-(2-fluoro-5-methoxy-4-nitrophenyl)hexahydropyridine-4-yl]-4-methylpiperazine FC1=C(C=C(C(=C1)[N+](=O)[O-])OC)N1CCC(CC1)N1CCN(CC1)C